C1(CC1)C1=CC(=C(C(=C1)C)C1=CC(=C(C(=C1)C)F)[C@H](CC(=O)OCC)NC([C@@H](CC=C)O)=O)CCCCC=C Ethyl (S)-3-(4'-cyclopropyl-4-fluoro-2'-(hex-5-en-1-yl)-5,6'-dimethyl-[1,1'-biphenyl]-3-yl)-3-((R)-2-hydroxypent-4-enamido)propanoate